4-(1-((benzyloxy)carbonyl)pyrrolidin-3-yl)piperazine-1-carboxylic acid tert-butyl ester C(C)(C)(C)OC(=O)N1CCN(CC1)C1CN(CC1)C(=O)OCC1=CC=CC=C1